trans-4-(3-(3-fluoro-4-(morpholinomethyl)styryl)-1H-indazol-6-yl)pyrimidin-2-amine FC=1C=C(/C=C/C2=NNC3=CC(=CC=C23)C2=NC(=NC=C2)N)C=CC1CN1CCOCC1